[Cr](=O)([O-])[O-].[Mn+2].[Cu+2].[Cr](=O)([O-])[O-] Copper manganese chromite